(2R,4S)-tert-butyl 4-(5-bromo-7-chloro-2H-benzo[b][1,4]oxazin-4(3H)-yl)-2-(hydroxymethyl)-2-methylpyrrolidine-1-carboxylate BrC1=CC(=CC=2OCCN(C21)[C@H]2C[C@](N(C2)C(=O)OC(C)(C)C)(C)CO)Cl